2-(3,3-dimethylbutanoylamino)-4-[(2-fluoro-3-methoxy-propyl)-[4-(5,6,7,8-tetrahydro-1,8-naphthyridin-2-yl)butyl]amino]butanoic acid CC(CC(=O)NC(C(=O)O)CCN(CCCCC1=NC=2NCCCC2C=C1)CC(COC)F)(C)C